4-(4-(2-(5-amino-8-(furan-2-yl)-1-methyl-2-oxo-1H-[1,2,4]triazolo[5,1-i]purin-3(2H)-yl)ethyl)piperazin-1-yl)-N-methylbenzenesulfonamide NC=1N2C(C=3N(C(N(C3N1)CCN1CCN(CC1)C1=CC=C(C=C1)S(=O)(=O)NC)=O)C)=NC(=N2)C=2OC=CC2